FC1=CC=C2C(=CNC2=C1F)C([C@H]1N(CCC1)C)=O 6,7-difluoro-3-(methyl-prolyl)-1H-indole